4,4'-methylene-bis-cyclohexanol C(C1CCC(CC1)O)C1CCC(CC1)O